COC(=O)C1(CC2=CC(=CC=C2CC1)OC1=C(C=CC=C1)C1=NC=CC=C1)NC(=O)OC(C)(C)C.NC1=C(SC2=NC(=CC(=C21)C)C)C(=O)C2=CC=C(C=C2)Cl (3-amino-4,6-dimethylthieno[2,3-b]pyridin-2-yl)(4-chlorophenyl)methanone methyl-2-((tert-butoxycarbonyl)amino)-7-(2-(pyridin-2-yl)phenoxy)-1,2,3,4-tetrahydronaphthalene-2-carboxylate